trans-N1-(5-(1-isopropyl-2-methyl-1H-imidazo[4,5-b]pyridin-6-yl)pyrrolo[2,1-f][1,2,4]triazin-2-yl)-N4,N4-dimethylcyclohexane-1,4-diamine C(C)(C)N1C(=NC2=NC=C(C=C21)C=2C=CN1N=C(N=CC12)N[C@@H]1CC[C@H](CC1)N(C)C)C